C(C)C1N(C(CC12CCN(CC2)C(=O)OC(C)(C)C)=O)C2=NC=C(C=C2)C(F)(F)F tert-butyl 1-ethyl-3-oxo-2-(5-(trifluoromethyl)pyridin-2-yl)-2,8-diazaspiro[4.5]decane-8-carboxylate